FC1(OC2=C(O1)C=CC(=C2)C=2CCC(N(C2)C(=O)OC(C)(C)C)C(=O)OC)F 1-tert-butyl 2-methyl 5-(2,2-difluoro-1,3-benzodioxol-5-yl)-3,4-dihydropyridine-1,2(2H)-dicarboxylate